(3,5-dichloro-4-(hydroxymethyl)phenyl)boronic acid ClC=1C=C(C=C(C1CO)Cl)B(O)O